1-benzyl-1-(dimethylamino)propyl-4-morpholinophenone C(C1=CC=CC=C1)C(CC)(N(C)C)C1N(CCOC1)C(=O)C1=CC=CC=C1